FC=1C=C(C=C(C1)C1=CC=CC=C1)C 5-fluoro-3-methyl-[1,1'-biphenyl]